C(CCCCCCCCCC)N undecan-1-amine